5-(((3S,4R)-1-((2-cyano-4-(trifluoromethyl)phenyl)sulfonyl)-4-hydroxy-4-(hydroxymethyl)pyrrolidin-3-yl)oxy)picolinonitrile C(#N)C1=C(C=CC(=C1)C(F)(F)F)S(=O)(=O)N1C[C@@H]([C@@](C1)(CO)O)OC=1C=CC(=NC1)C#N